2-(4-butoxy-2,3,5,6-tetrafluorophenyl)-4,6-dimethylpyrimidine-5-carboxylic acid C(CCC)OC1=C(C(=C(C(=C1F)F)C1=NC(=C(C(=N1)C)C(=O)O)C)F)F